C(C)N(C1=CC(=CC=C1)C)CC(CS(=O)(=O)O)O ethyl-N-(2-hydroxy-3-sulfopropyl)-3-methylaniline